2-(2-fluoro-4-(4,4,5,5-tetramethyl-1,3,2-dioxaborolan-2-yl)phenoxy)-4-methylpyrimidine-6-d1 FC1=C(OC2=NC(=CC(=N2)C)[2H])C=CC(=C1)B1OC(C(O1)(C)C)(C)C